COC1=C(C(=CC=C1)OC)C(=C)C1=NNC2=NC(=CN=C21)N2CCC1(CC2)[C@@H](C2=CC=CC=C2C1)N (S)-1'-(3-(1-(2,6-dimethoxyphenyl)vinyl)-1H-pyrazolo[3,4-b]pyrazin-6-yl)-1,3-dihydro-spiro[inden-2,4'-piperidin]-1-amine